glycerol mono-pentadecanoate (glyceryl-monopentadecanoate) C(C(O)CO)CCCCCCCCCCCCCCC(=O)OC(COC(CCCCCCCCCCCCCC)=O)CO